Isoocten C(=C)(C)CC(C)(C)C